3-(2-(((heptyloxy)carbonyl)oxy)-2,2-diphenylacetoxy)spiro[bicyclo[3.2.1]octane-8,1'-pyrrolidin]-8-ium chloride [Cl-].C(CCCCCC)OC(=O)OC(C(=O)OC1CC2CCC(C1)[N+]21CCCC1)(C1=CC=CC=C1)C1=CC=CC=C1